C(C)(=O)N1CCC=2C1=NC=CC2N2C[C@@H](N(CC2)C(=O)OC(C)(C)C)C(C)O[Si](C)(C)C(C)(C)C tert-butyl (2R)-4-(1-acetyl-2,3-dihydro-1H-pyrrolo[2,3-b]pyridin-4-yl)-2-(1-((tert-butyldimethylsilyl)oxy)ethyl)piperazine-1-carboxylate